FC1=C(C=C(C=C1)N1C(=NN=C1C)C=1C=C(C=2N(C1)C(=CN2)C=2C=CC(=NC2)NC(OC)=O)C)C methyl N-[5-[6-[4-(4-fluoro-3-methyl-phenyl)-5-methyl-1,2,4-triazol-3-yl]-8-methyl-imidazo[1,2-a]pyridin-3-yl]-2-pyridyl]carbamate